1-((2R,3R,4S,5R)-4-(benzyloxy)-5-(benzyloxymethyl)-3-(prop-1-en-2-yloxy)-5-vinyltetrahydrofuran-2-yl)-5-methylpyrimidine-2,4(1H,3H)-dione C(C1=CC=CC=C1)O[C@H]1[C@H]([C@@H](O[C@]1(C=C)COCC1=CC=CC=C1)N1C(NC(C(=C1)C)=O)=O)OC(=C)C